methyl 3-(2-(((1S,3S)-3-aminocyclopentyl)amino)-5-(trifluoromethyl)pyrimidin-4-yl)-7-bromo-1H-indole-6-carboxylate N[C@@H]1C[C@H](CC1)NC1=NC=C(C(=N1)C1=CNC2=C(C(=CC=C12)C(=O)OC)Br)C(F)(F)F